C(C1=CC=CC=C1)OC=1C=C(C=CC1)[C@@H]1N(OCC1)C1=CC(=NC=N1)NC=1C(=CC(=C(C1)NC(C=C)=O)N(C)CCN(C)C)OC (R)-N-(5-((6-(3-(3-(benzyloxy)-phenyl)isoxazolidin-2-yl)pyrimidin-4-yl)amino)-2-((2-(dimethyl-amino)ethyl)(meth-yl)amino)-4-meth-oxyphenyl)acryl-amide